4-vinylbenzocyclobuten C(=C)C1=C2C(CC2)=CC=C1